C(=O)(OC(C)(C)C)NCCOC1=CC=C(C=C1)C=1C=C2C(=CNC2=CC1Cl)C(=O)OC Methyl 5-(4-(2-((N-Boc)amino)ethoxy)phenyl)-6-chloro-1H-indole-3-carboxylate